(quinolin-8-yloxy)acetic acid N1=CC=CC2=CC=CC(=C12)OCC(=O)O